4-[4-(2-methoxy-2-oxoethyl)-2-oxo-2,3-dihydro-1H-1,3-benzodiazol-1-yl]piperidine-1-carboxylic acid tert-butyl ester C(C)(C)(C)OC(=O)N1CCC(CC1)N1C(NC2=C1C=CC=C2CC(=O)OC)=O